The molecule is a tripeptide composed of one L-tyrosine and two glycine residues joined in sequence. It has a role as a metabolite. C1=CC(=CC=C1C[C@@H](C(=O)NCC(=O)NCC(=O)O)N)O